2-(4-{[(3R)-1-methylpiperidin-3-yl]amino}phthalazin-1-yl)-5-(1-methylpyrrolidin-3-yl)phenol formate salt C(=O)O.CN1C[C@@H](CCC1)NC1=NN=C(C2=CC=CC=C12)C1=C(C=C(C=C1)C1CN(CC1)C)O